3-(trifluoromethyl)azacyclobutane HCl salt Cl.FC(C1CNC1)(F)F